Cl.Cl.FC=1C(=NC=CC1)CN (3-fluoro-2-pyridyl)methanamine, dihydrochloride